Cl.C12CNCC2CC1 3-azabicyclo[3.2.0]heptane hydrochloride